BrC1=C(C(=CC(=C1)F)C1CC1)N 2-bromo-6-cyclopropyl-4-fluoro-phenylamine